omega-undecenyl alcohol C=CCCCCCCCCCO